rac-N-((1R,3S,4R)-3-((2'-(benzyloxy)-6-fluoro-[1,1'-biphenyl]-3-yl)methyl)-3-(4-(chloromethyl)oxazol-2-yl)-4-methylcyclopentyl)methanesulfonamide C(C1=CC=CC=C1)OC1=C(C=CC=C1)C1=CC(=CC=C1F)C[C@@]1(C[C@@H](C[C@H]1C)NS(=O)(=O)C)C=1OC=C(N1)CCl |r|